C(C(C)CCC[C@@H](C)[C@H]1CC[C@H]2[C@@H]3CCC4CCCC[C@]4(C)[C@H]3CC[C@]12C)(=O)[O-] cholestanate